3,16,20,23-tetraazapentatricontane-11,25-diol CCNCCCCCCCC(CCCCNCCCNCCNCC(CCCCCCCCCC)O)O